4-((S)-2-(dimethylamino)-3-((S)-3-(5-methylthiazol-2-yl)-3-(1-(trifluoromethyl)cyclopropyl)propanamido)propyl)-N-((E)-(dimethylamino)methylene)benzamide CN([C@@H](CC1=CC=C(C(=O)/N=C/N(C)C)C=C1)CNC(C[C@@H](C1(CC1)C(F)(F)F)C=1SC(=CN1)C)=O)C